COC1=CC=C(C=C1)CC(=O)N1CCC=2C1=CN=CC2C2=CC=C(C#N)C=C2 4-(1-(2-(4-methoxyphenyl)acetyl)-2,3-dihydro-1H-pyrrolo[2,3-c]pyridin-4-yl)benzonitrile